ClC1=C(C=2N=C(N=C(C2C=N1)N1CCC(CC1)=O)OCC12CCCN2CCC1)F 1-(7-chloro-8-fluoro-2-((tetrahydro-1H-pyrrolizin-7a(5H)-yl)methoxy)pyrido[4,3-d]pyrimidin-4-yl)piperidin-4-one